4-bromo-1'-(1H-indazole-5-carbonyl)-1-[2-oxo-2-(1,4,6,7-tetrahydropyrrolo[3,2-c]pyridin-5-yl)ethyl]spiro[indole-3,4'-piperidin]-2-one BrC1=C2C(=CC=C1)N(C(C21CCN(CC1)C(=O)C=1C=C2C=NNC2=CC1)=O)CC(N1CC2=C(CC1)NC=C2)=O